4-chloro-1-((5-phenylthiophen-2-yl)methyl)-1H-indazole-7-carboxylic acid methyl ester COC(=O)C=1C=CC(=C2C=NN(C12)CC=1SC(=CC1)C1=CC=CC=C1)Cl